Tert-butyl 3-{4-[7'-(2-methylcyclopentyl)-6'-oxospiro[cyclopropane-1,5'-pyrrolo[2,3-d]pyrimidin]-2'-ylamino]piperidin-1-ylsulfonyl}pyrrolidine-1-carboxylate CC1C(CCC1)N1C(C2(C3=C1N=C(N=C3)NC3CCN(CC3)S(=O)(=O)C3CN(CC3)C(=O)OC(C)(C)C)CC2)=O